ClC=1N=C(C2=C(N1)CCSC2)NC=2C(=CC=CC2)N N-(2-chloro-7,8-dihydro-5H-thiopyrano[4,3-d]pyrimidin-4-yl)benzene-1,2-diamine